C[C@H]1[C@@H]([C@H]([C@H]([C@@H](O1)OC([C@@H](CO)O)[C@H](CO)O)O)O[C@@H]2[C@@H]([C@H]([C@@H]([C@H](O2)CO)O)O)O)O The molecule is a glycoside comprising glucose in (1->3) linkage with rhamnose, in turn linked (1->3) to D-ribitol. It has a role as a hapten. It is a glycoside and a trisaccharide. It derives from a ribitol.